1-(4-fluorobenzyl)-3-methyl-2-oxo-N-(2,4,6-trifluorobenzyl)-1,2,3,4-tetrahydroquinazoline-7-carboxamide FC1=CC=C(CN2C(N(CC3=CC=C(C=C23)C(=O)NCC2=C(C=C(C=C2F)F)F)C)=O)C=C1